(2R,4R)-6-chloro-4-hydroxy-N-[3-(4-{[(1r,3R)-3-(trifluoromethoxy)cyclobutyl]oxy}-1H-pyrazol-1-yl)bicyclo[1.1.1]pentan-1-yl]-3,4-dihydro-2H-1-benzopyran-2-carboxamide ClC=1C=CC2=C([C@@H](C[C@@H](O2)C(=O)NC23CC(C2)(C3)N3N=CC(=C3)OC3CC(C3)OC(F)(F)F)O)C1